OCCC(=O)N[C@H](C(=O)N1[C@@H]([C@H]2C([C@H]2C1)(C)C)C(=O)O)C(C)(C)C (1R,2S,5S)-3-[(2S)-2-(3-hydroxypropanoylamino)-3,3-dimethyl-butanoyl]-6,6-dimethyl-3-azabicyclo[3.1.0]hexane-2-carboxylic acid